CSC1=NC=C(C(=N1)NC(CC)CC)C=O 2-(methylthio)-4-(pentan-3-ylamino)pyrimidine-5-carbaldehyde